FC(C=1C(=C(C=CC1)[C@@H](C)NC=1C2=C(N=CN1)N1C(C(=C2)C=2CCN(CC2)C(C)=O)=NN=C1)F)F (R)-1-(4-(4-((1-(3-(difluoromethyl)-2-fluorophenyl)ethyl)amino)-[1,2,4]triazolo[4',3':1,6]pyrido[2,3-d]pyrimidin-6-yl)-3,6-dihydropyridin-1(2H)-yl)ethan-1-one